6-chloro-2-[2-(2,2-difluoroethyl)-5-(trifluoromethyl)pyrazol-3-yl]-8-methyl-3,1-benzoxazin-4-one ClC=1C=C(C2=C(C(OC(=N2)C=2N(N=C(C2)C(F)(F)F)CC(F)F)=O)C1)C